4-fluoro-1,2-dinitro-benzene FC1=CC(=C(C=C1)[N+](=O)[O-])[N+](=O)[O-]